BrC(C(=O)C1=CC=C(C=C1)I)(F)F 2-bromo-2,2-difluoro-1-(4-iodophenyl)ethan-1-one